NC=1NN=C2C1[C@H]1C3=C(C(N([C@@H]2C1)C([2H])([2H])[2H])=O)C=CC(=C3OC(F)F)F (4R,11S)-1-amino-10-(difluoromethoxy)-9-fluoro-5-(methyl-d3)-2,4,5,11-tetrahydro-6H-4,11-methanobenzo[c]pyrazolo[4,3-f]azocin-6-one